4,7-bis[4-(N,N-diphenylamino)phenyl][1,2,5]thiadiazolo[3,4-c]pyridine C1(=CC=CC=C1)N(C1=CC=CC=C1)C1=CC=C(C=C1)C1=NC=C(C=2C1=NSN2)C2=CC=C(C=C2)N(C2=CC=CC=C2)C2=CC=CC=C2